OC1=CC=C(C=C1)C(=C(CC)C1=CC=C(C=C1)O)C1=CC=C(OCCN2CCC(CC2)CN[C@@H]2CN(CCC2)C=2C=C3C(N(C(C3=CC2)=O)C2C(NC(CC2)=O)=O)=O)C=C1 5-((S)-3-(((1-(2-(4-(1,2-bis(4-hydroxyphenyl)but-1-en-1-yl)phenoxy)ethyl)piperidin-4-yl)methyl)amino)piperidin-1-yl)-2-(2,6-dioxopiperidin-3-yl)isoindoline-1,3-dione